The molecule is a sphingomyelin 44:0 in which the N-acyl group and sphingoid base are specified as hexacosanoyl and sphinganine respectively. It has a role as a mouse metabolite. It is a sphingomyelin 44:0 and a N-acylsphinganine-1-phosphocholine. CCCCCCCCCCCCCCCCCCCCCCCCCC(=O)N[C@@H](COP(=O)([O-])OCC[N+](C)(C)C)[C@@H](CCCCCCCCCCCCCCC)O